tert-butyl 14-[(4-{[3-(4-aminophenyl)-1-tert-butyl-4-cyano-1H-pyrazol-5-yl]amino} pyridin-2-yl)oxy]tetradecanoate NC1=CC=C(C=C1)C1=NN(C(=C1C#N)NC1=CC(=NC=C1)OCCCCCCCCCCCCCC(=O)OC(C)(C)C)C(C)(C)C